4''-((2-butyl-4-oxo-7-oxa-1,3-diazaspiro[4.4]non-1-en-3-yl)methyl)-[1,1':3',1''-terphenyl]-4'-carbonitrile C(CCC)C1=NC2(C(N1CC1=CC=C(C=C1)C=1C=C(C=CC1C#N)C1=CC=CC=C1)=O)COCC2